C1(CCCCC1)N1CCO[Sn]2(OCC1)OCCN(CCO2)C2CCCCC2 4,12-bis(cyclohexyl)-1,7,9,15-tetraoxa-4,12-diaza-8-stannaspiro[7.7]Pentadecane